Tert-butyl ((2-(2-(2-(6-bromo-1-(tetrahydro-2H-pyran-2-yl)-1H-indazole-4-carbonyl)hydrazino)-2-oxoethyl)imidazo[1,2-a]pyridin-6-yl)methyl)(cyclobutylmethyl)carbamate BrC=1C=C(C=2C=NN(C2C1)C1OCCCC1)C(=O)NNC(CC=1N=C2N(C=C(C=C2)CN(C(OC(C)(C)C)=O)CC2CCC2)C1)=O